ClC1=CC=2C3(C4=CC(=CC=C4C2C=C1)Cl)C1=CC=CC=C1C(C=1C=CC=CC13)(C)C 2',7'-dichloro-10,10-dimethyl-10H-spiro[anthracene-9,9'-fluorene]